BrC=1C=C2C(=NC1Br)OC(=C2I)C 5,6-dibromo-3-iodo-2-methylfuro[2,3-b]pyridine